BrC1=CC=C(C=C1)C1=CC=C(O1)C=C1OC2=C(C1=O)C=C(C=C2)Cl 2-[[5-(4-Bromophenyl)-2-furanyl]methylene]-5-chloro-3(2H)-benzofuranone